2-(5-Chlorothiophen-2-yl)acetonitrile ClC1=CC=C(S1)CC#N